formyl-valerolactone C(=O)C1C(=O)OCCC1